C(C)C1=NN2C(COCC2)=C1B1OC(C(O1)(C)C)(C)C 2-ethyl-3-(4,4,5,5-tetramethyl-1,3,2-dioxaborolan-2-yl)-6,7-dihydro-4H-pyrazolo[5,1-c][1,4]oxazine